5-propylsulfanyl-1-[4-(triethoxysilyl)butyl]-1H-tetrazole C(CC)SC1=NN=NN1CCCC[Si](OCC)(OCC)OCC